4'-chloro-10'-(piperidin-4-yl)-5'H-spiro[cyclobutane-1,7'-indolo[1,2-a]quinazoline]-3,5'-dione ClC=1C=2C(N=C3N(C2C=CC1)C1=CC(=CC=C1C31CC(C1)=O)C1CCNCC1)=O